O[C@@](CN1N=CC(=C1)C#N)(C)[C@H]1CCC[C@H]2[C@@H]3CC[C@H]4C[C@](CC[C@@]4([C@H]3CC[C@]12C)C)(CCC)O 1-((S)-2-hydroxy-2-((1S,4aS,4bR,6aS,8R,10aS,10bS,12aS)-8-hydroxy-10a,12a-dimethyl-8-propyloctadecahydrochrysen-1-yl)propyl)-1H-pyrazole-4-carbonitrile